(S)-9-[2-(2-Chloropyridin-4-yl)-2-oxoethyl]-2-((R)-3-methylmorpholin-4-yl)-8-trifluoromethyl-6,7,8,9-tetrahydropyrimido[1,2-a]pyrimidin-4-one ClC1=NC=CC(=C1)C(CN1[C@@H](CCN2C1=NC(=CC2=O)N2[C@@H](COCC2)C)C(F)(F)F)=O